FC(C(=O)O)(F)F.OC=1C=CC(=C(C1)C1=C(C=C2C=NC=NC2=C1)C#N)C(F)(F)F 7-(5-hydroxy-2-(trifluoromethyl)phenyl)quinazoline-6-carbonitrile trifluoroacetate